(3R)-3-({3-chloro-7H-imidazo[4,5-c]pyridazin-7-yl}methyl)-1-methylpiperidine ClC1=CC2=C(N=N1)N(C=N2)C[C@H]2CN(CCC2)C